2-(5-fluoro-1H-indol-3-yl)ethylamine hydrochloride Cl.FC=1C=C2C(=CNC2=CC1)CCN